2-[2-[(4-acetylphenoxy)methyl]phenyl]-2-methoxyiminoacetic acid methyl ester COC(C(=NOC)C1=C(C=CC=C1)COC1=CC=C(C=C1)C(C)=O)=O